N-[(1S)-2-[4-(3,5-dimethyl-1H-pyrazol-4-yl)anilino]-1-[(1R)-6-[2-(6-oxa-2-azaspiro[3.3]heptan-2-yl)-4-pyridyl]indan-1-yl]-2-oxo-ethyl]-1-fluoro-cyclopropanecarboxamide CC1=NNC(=C1C1=CC=C(NC([C@H]([C@@H]2CCC3=CC=C(C=C23)C2=CC(=NC=C2)N2CC3(C2)COC3)NC(=O)C3(CC3)F)=O)C=C1)C